3-benzyl-1-(trans-4-((5-cyanopyridin-2-yl)amino)cyclohexyl)-1-(4-(3,6-dihydro-2H-pyran-4-yl)phenyl)urea C(C1=CC=CC=C1)NC(N(C1=CC=C(C=C1)C=1CCOCC1)[C@@H]1CC[C@H](CC1)NC1=NC=C(C=C1)C#N)=O